C(CCC(=O)O)(=O)O.CN(C1C(N(C(C1)=O)C(C(=O)NCC1=C(C=CC=C1)F)C)=O)C 2-(3-(dimethylamino)-2,5-dioxopyrrolidin-1-yl)-N-(2-fluorobenzyl)propanamide succinate